C1(CC1)C1=CC=C(C=C1)C=1C(=CC=C(C1)OC)C(=O)NC[C@]1(NC(NC1=O)=O)C1CC1 4'-cyclopropyl-N-{[(4R)-4-cyclopropyl-2,5-dioxoimidazolidin-4-yl]methyl}-5-methoxy[biphenyl]-2-carboxamide